FC(C1CCNC2(CC2)C1)F 7-(difluoromethyl)-4-azaspiro[2.5]octane